The molecule is a pentacyclic triterpenoid of the class of arborinane-type terpenoids isolated from the roots of Rubia yunnanensis. It has a role as a plant metabolite. It is a cyclic terpene ketone, a diol, a pentacyclic triterpenoid and an acetate ester. CC(C)[C@@H]1C[C@H]([C@H]2[C@]1(CC[C@@]3([C@@]2(CC=C4[C@H]3[C@H](C[C@@H]5[C@@]4(CCC(=O)C5(C)C)C)O)C)C)COC(=O)C)O